FC1=CC=C(C(=O)NC2CCC(CC2)NC2=CC(=NC(=C2)C(F)(F)F)C(F)(F)F)C=C1 4-fluoro-N-[(1s,4s)-4-{[2,6-bis(trifluoromethyl)pyridin-4-yl]amino}cyclohexyl]benzamide